C(C)(C)[Si](OCC1NCCC1)(C(C)C)C(C)C 2-(((Triisopropylsilyl)oxy)methyl)pyrrolidine